ClC1=C(C=C2C(=N1)NC=C2)C2=CC=1N(C=C2)N=C(C1)NC(=O)C1C(C1)F N-(5-(6-chloro-1H-pyrrolo[2,3-b]pyridin-5-yl)pyrazolo[1,5-a]pyridin-2-yl)-2-fluorocyclopropane-1-carboxamide